ethyl 2-(4-cyanophenyl)-2,2-difluoroacetate C(#N)C1=CC=C(C=C1)C(C(=O)OCC)(F)F